tert-Butyl (2-((5-bromo-3-((N,N-dimethylsulfamoyl)amino)pyridin-2-yl)oxy)ethyl)(isopropyl)carbamate BrC=1C=C(C(=NC1)OCCN(C(OC(C)(C)C)=O)C(C)C)NS(N(C)C)(=O)=O